cholesterol (3-[N-[3-[(2-hydroxyethyl)amino]propyl]carbamate]) OCCNCCCNC(=O)O[C@@H]1CC2=CC[C@H]3[C@@H]4CC[C@H]([C@@H](CCCC(C)C)C)[C@]4(CC[C@@H]3[C@]2(CC1)C)C